N1C2=C(C=C1)C1=C(S2)C=CC=C1 1H-benzo[4,5]thieno[2,3-b]pyrrole